OC=1C=C(N(C)C2C(NC(CC2)=O)=O)C=CC1 3-(3-hydroxy-N-methyl-anilino)piperidine-2,6-dione